C(C)(C)(C)OC(NOCCNC(CNC(CNC(OCC1=CC=CC=C1)=O)=O)=O)=O.C1(=CC(=CC=C1)C1=NC(=CC(=N1)C1=CC=C(C=C1)C=1C2=CC=CC=C2C=2C=CC=CC2C1)C1=CC=C(C=C1)C=1C=NC=CC1)C1=CC=CC=C1 2-(biphenyl-3-yl)-4-{4-(phenanthren-9-yl)phenyl}-6-{4-(pyridin-3-yl)phenyl}pyrimidine tert-butyl-((3,6,9-trioxo-1-phenyl-2-oxa-4,7,10-triazadodecane-12-yl)oxy)carbamate